Cl.FC1=C(C=CC(=C1F)C=1C(=NN(C1)CCOC)C)C1=CN=C(N1C)C(=O)N 5-[2,3-difluoro-4-[1-(2-methoxyethyl)-3-methyl-pyrazol-4-yl]phenyl]-1-methyl-imidazole-2-carboxamide hydrochloride